(3S,4S,5R)-tert-butyl 3-(4-(3-fluorophenyl)-1H-1,2,3-triazol-1-yl)-4-hydroxy-5-(methylamino)piperidine-1-carboxylate FC=1C=C(C=CC1)C=1N=NN(C1)[C@H]1CN(C[C@H]([C@@H]1O)NC)C(=O)OC(C)(C)C